tert-Butyl ((cis)-3-((N-(but-3-en-1-yl)-N-methylsulfamoyl)methyl)cyclobutyl)-carbamate C(CC=C)N(S(=O)(=O)C[C@H]1C[C@H](C1)NC(OC(C)(C)C)=O)C